FC1=C(C=CC=C1C[C@@H]1N(CC[C@@H]1NS(=O)(=O)CC)C(=O)N(C)C)C1=CC(=CC=C1)F (2S,3S)-2-((2,3'-Difluorobiphenyl-3-yl)methyl)-3-((ethylsulfonyl)amino)-N,N-dimethylpyrrolidine-1-carboxamide